(6S)-2-(5-fluoro-3-pyridyl)-N-[2-(1H-indol-3-yl)ethyl]-6-methyl-7,8-dihydro-6H-pyrimido[5,4-b][1,4]oxazin-4-amine FC=1C=C(C=NC1)C=1N=C(C=2O[C@H](CNC2N1)C)NCCC1=CNC2=CC=CC=C12